ammonium formamidine bromide [Br-].C(=N)N.[NH4+]